1,2,4,6-tetrathiaheptane SSCSCSC